(S)-5-(5-Chloro-2-(3-(morpholinomethyl)-1,2,3,4-tetrahydroisoquinoline-2-carbonyl)phenyl)-N-(1H-indazol-5-yl)-N-(2-methoxybenzyl)-1,2-dimethyl-1H-pyrrole-3-carboxamide ClC=1C=CC(=C(C1)C1=CC(=C(N1C)C)C(=O)N(CC1=C(C=CC=C1)OC)C=1C=C2C=NNC2=CC1)C(=O)N1CC2=CC=CC=C2C[C@H]1CN1CCOCC1